C1(CCC2=CC=CC=C12)NC(=O)C=1C(NC(=CC1)C(F)(F)F)=O N-(2,3-dihydro-1H-inden-1-yl)-2-oxo-6-(trifluoromethyl)-1,2-dihydropyridine-3-carboxamide